C(C(=O)[O-])(=O)ON=O nitrosyl oxalate